CC1=NC=CC2=C1C=CN2C2=C1N=CNC1=NC(=N2)C2=NC(=CC=C2)C 6-(4-methyl-1H-pyrrolo[3,2-c]pyridin-1-yl)-2-(6-methylpyridin-2-yl)-9H-purine